[(3S)-6-fluorochroman-3-yl]methanone FC=1C=C2C[C@@H](COC2=CC1)C=O